C1(CCCC1)C(C(C)C=1C=C(C=2[C@H]3[C@@H](C(OC2C1)(C)C)CC=C(C3)C)O)C (6As,10aR)-3-(3-cyclopentylbutan-2-yl)-6,6,9-trimethyl-6a,7,10,10a-tetrahydrobenzo[c]chromen-1-ol